hexyl 4-hydroxybenzoate (hexyl p-hydroxybenzoate) C(CCCCC)C1=C(C(=O)O)C=CC(=C1)O.OC1=CC=C(C(=O)OCCCCCC)C=C1